FC=1C=C(C(=C(C1)C1=NN(C=N1)C)OC)[N+](=O)[O-] 3-(5-fluoro-2-methoxy-3-nitrophenyl)-1-methyl-1H-1,2,4-triazole